N-[4-fluoro-5-(2-morpholin-4-ylpyrimidin-5-yl)-2-[rac-(3R)-3-[cyclopropylmethyl-(methyl)amino]pyrrolidin-1-yl]phenyl]-6-oxo-4-(trifluoromethyl)-1H-pyridine-3-carboxamide FC1=CC(=C(C=C1C=1C=NC(=NC1)N1CCOCC1)NC(=O)C1=CNC(C=C1C(F)(F)F)=O)N1C[C@@H](CC1)N(C)CC1CC1 |r|